FC(C(C)=O)(OC1=CC=C(C2=C1N=C(O2)N2CC1CCC(C2)N1C(=O)OC(C)(C)C)C=1N=CSC1)F tert-Butyl 3-(4-(1,1-difluoro-2-oxopropoxy)-7-(thiazol-4-yl)benzo[d]oxazol-2-yl)-3,8-diazabicyclo[3.2.1]octane-8-carboxylate